N-(2-chloro-4-(pentafluoro-λ6-sulfaneyl)phenyl)-2-iodoacetamide ClC1=C(C=CC(=C1)S(F)(F)(F)(F)F)NC(CI)=O